C1(=CC=C(C=C1)C=1N=C(SC1)C=1C(=NC=CC1)C(=O)N)C (4-(p-tolyl)thiazol-2-yl)picolinamide